6-chloro-3-[(1R)-1-[2-[1-[(1-hydroxycyclopropyl)methyl]pyrazol-4-yl]-3,6-dimethyl-4-oxo-chromen-8-yl]ethoxy]pyridine-2-sulfonamide ClC1=CC=C(C(=N1)S(=O)(=O)N)O[C@H](C)C=1C=C(C=C2C(C(=C(OC12)C=1C=NN(C1)CC1(CC1)O)C)=O)C